C1(CCCCC1)C1=CC=C(C=C1)C=1NC=2N(C(C1)=O)N=C(C2C(=O)N2CC(C2)CF)C=2C=NC=CC2 5-(4-cyclohexylphenyl)-3-(3-(fluoromethyl)azetidine-1-carbonyl)-2-(pyridin-3-yl)pyrazolo[1,5-a]pyrimidin-7(4H)-one